4-[(Z)-[4-amino-8-(trans-4-aminocyclohexoxy)-5,5-dimethyl-benzo[h]quinazolin-6-ylidene]amino]oxybutanenitrile NC1=NC=NC=2C3=C(\C(\C(C12)(C)C)=N/OCCCC#N)C=C(C=C3)O[C@@H]3CC[C@H](CC3)N